methyl 2-(5-chloro-2-methoxy-3-pyridyl)-2-[2-nitro-4-(trifluoromethyl)phenyl]-propanoate ClC=1C=C(C(=NC1)OC)C(C(=O)OC)(C)C1=C(C=C(C=C1)C(F)(F)F)[N+](=O)[O-]